N-(3-ethylphenyl)-3-methyl-5-oxo-1-(4-propoxyphenyl)-4,5-dihydro-1H-pyrazole-4-carboxamide C(C)C=1C=C(C=CC1)NC(=O)C1C(=NN(C1=O)C1=CC=C(C=C1)OCCC)C